tert-butyl-((3-nitropyridin-2-yl) amino) piperidine-1-carboxylate N1(CCCCC1)C(=O)ON(C1=NC=CC=C1[N+](=O)[O-])C(C)(C)C